(E)-3-(6-methylpyrazin-2-yl)prop-2-enal 2-methyl-2-(1-((2-(Trimethylsilyl)ethoxy)methyl)-1H-pyrazol-3-yl)propyl-methanesulfonate CC(CCS(=O)(=O)O)(C)C1=NN(C=C1)COCC[Si](C)(C)C.CC1=CN=CC(=N1)/C=C/C=O